tert-butyl (S)-2-(3-(4-(4-(tert-butyl)phenethyl)-3-(trifluoromethyl)phenyl)-1,2,4-oxadiazol-5-yl)pyrrolidine-1-carboxylate C(C)(C)(C)C1=CC=C(CCC2=C(C=C(C=C2)C2=NOC(=N2)[C@H]2N(CCC2)C(=O)OC(C)(C)C)C(F)(F)F)C=C1